5-chloro-6-oxo-1,6-dihydropyridine-2-carboxamide ClC1=CC=C(NC1=O)C(=O)N